C(C)(C)(C)C1=CC(=C(C=C1)O)C1=CC=C(C=C1)C 4-tertiary butyl-2-(p-tolyl)phenol